C(C)(=O)C=1C(=NC(=CC1)N1C=NC2=C1C=C(C=C2)CN2C(CCC2)=O)N2N=C(C=C2C)C#N 1-[3-acetyl-6-[6-[(2-oxopyrrolidin-1-yl)methyl]benzimidazol-1-yl]-2-pyridyl]-5-methyl-pyrazole-3-carbonitrile